CC1=NOC(=C1C1=CC=C2C=3N([C@H](COC31)C3=NC=CC=C3)C(=N2)N2C[C@@H](CC2)NC(=O)C2CC2)C N-{(3R)-1-[(4S)-7-(3,5-dimethylisoxazol-4-yl)-4-pyridin-2-yl-4,5-dihydroimidazo[1,5,4-de][1,4]benzoxazin-2-yl]pyrrolidin-3-yl}cyclopropanecarboxamide